C(C1=CN=CC=C1)(=O)C1=C(C(=O)O)C=CC=C1N nicotinoyl-3-aminobenzoic acid